N-(4-(5-(difluoromethyl)-1,3,4-oxadiazol-2-yl)benzyl)-2-(3-hydroxyazetidin-1-yl)-N-phenylethane-1-sulfonamide FC(C1=NN=C(O1)C1=CC=C(CN(S(=O)(=O)CCN2CC(C2)O)C2=CC=CC=C2)C=C1)F